N-{4-[2-(2-aminopyrimidin-5-yl)ethynyl]-3,5-difluoropyridin-2-yl}-5-chloro-2-methoxypyridine-3-sulfonamide NC1=NC=C(C=N1)C#CC1=C(C(=NC=C1F)NS(=O)(=O)C=1C(=NC=C(C1)Cl)OC)F